1-(3-(Aminomethyl)phenyl)-N-(3-(((cyclopropylmethyl)amino)(pyridin-3-yl)methyl)phenyl)-3-(trifluoromethyl)-1H-pyrazole-5-carboxamide NCC=1C=C(C=CC1)N1N=C(C=C1C(=O)NC1=CC(=CC=C1)C(C=1C=NC=CC1)NCC1CC1)C(F)(F)F